1,2-dimyristoyl-sn-glycero-3-phospho-ethanolamine C(CCCCCCCCCCCCC)(=O)OC[C@@H](OC(CCCCCCCCCCCCC)=O)COP(=O)(O)OCCN